ClC1=C(C=NC2=C(C=CC=C12)OCF)C#N 4-chloro-8-(fluoromethoxy)quinoline-3-carbonitrile